CN(C=1C(=CC(=C(C(=O)O)C1)F)C(NS(=O)(=O)N1C[C@H](CCC1)OC)=O)C (S)-5-(dimethylamino)-2-fluoro-4-(((3-methoxypiperidin-1-yl)sulfonyl)carbamoyl)benzoic acid